N=1C=NN2C1C=C(C=C2)OC2=C(C(=C(C=C2)NC2=NC=NC1=CC=C3C(=C21)OC[C@H]2N3CCN(C2)C(=O)OC(C)(C)C)F)C tert-butyl (S)-4-((4-([1,2,4]triazolo[1,5-a]pyridin-7-yloxy)-2-fluoro-3-methylphenyl)amino)-6a,7,9,10-tetrahydropyrazino[1',2':4,5][1,4]oxazino[2,3-f]quinazoline-8(6H)-carboxylate